octaldehyde C(CCCCCCC)=O